phenyl-1',5',10',10a'-tetrahydro-3'H-spiro[cyclopentane-1,2'-pyrrolo[1,2-b]cinnoline]-3'-one C1(=CC=CC=C1)C1C2(C(N3NC=4C=CC=CC4CC31)=O)CCCC2